4'-(2,2-bis(4-fluorophenyl)-1-phenylvinyl)-[1,1'-biphenyl]-4-carboxylic acid FC1=CC=C(C=C1)C(=C(C1=CC=CC=C1)C1=CC=C(C=C1)C1=CC=C(C=C1)C(=O)O)C1=CC=C(C=C1)F